quinazolinate N1=C(N=CC2=CC=CC=C12)C(=O)[O-]